O1CCC(=CC1)C=1N=C(C2=C(N1)C(N(C2)C(C)C)=O)NC2=CC=C(C=C2)C2=CC=C(C=C2)O (3,6-dihydro-2H-pyran-4-yl)-4-((4'-hydroxy-[1,1'-biphenyl]-4-yl)amino)-6-isopropyl-5,6-dihydro-7H-pyrrolo[3,4-d]pyrimidin-7-one